2,3-dichloro-N-(5-((E)-2-(2-(((1r,4r)-4-(dimethylamino)cyclohexyl)amino)pyrimidin-5-yl)vinyl)pyridin-2-yl)benzenesulfonamide ClC1=C(C=CC=C1Cl)S(=O)(=O)NC1=NC=C(C=C1)\C=C\C=1C=NC(=NC1)NC1CCC(CC1)N(C)C